[Si](C)(C)(C(C)(C)C)OCCNCCN1C(C=CC=C1)=O 1-[2-[2-[tert-butyl(dimethyl)silyl]oxyethylamino]ethyl]pyridin-2-one